2-(((S)-1-(benzyloxy)-3-fluoropropane-2-yl)oxy)tetrahydro-2H-pyran C(C1=CC=CC=C1)OC[C@@H](CF)OC1OCCCC1